ethyl (2S,3S)-3-(4-chlorophenyl)-3-[1-(4-chlorophenyl)-7-fluoro-1-hydroxy-5-[(1S)-1-hydroxy-1-(oxan-4-yl)propyl]-3-oxo-2,3-dihydro-1H-isoindol-2-yl]-2-methylpropanoate ClC1=CC=C(C=C1)[C@H]([C@@H](C(=O)OCC)C)N1C(C2=C(C=C(C=C2C1=O)[C@](CC)(C1CCOCC1)O)F)(O)C1=CC=C(C=C1)Cl